C(C1=CC=CC=C1)OCCCOCC1=CC=CC=C1 1,3-bis(benzyloxy)propan